CC1=NC(=C(N1C)C)C 2,3,4,5-tetramethylimidazole